COCCOCCOCCOC1=CC=C(C=C1)C1=CC2=C(N=CN=C2N(CC2=CC(=CC=C2)C)C)N1 6-(4-(2-(2-(2-Methoxyethoxy)ethoxy)ethoxy)phenyl)-N-methyl-N-(3-methylbenzyl)-7H-pyrrolo[2,3-d]pyrimidin-4-amine